C1(CC1)C1=C(C(=CC(=N1)N)\C=C\[C@@H]1CC[C@H](CC1)C(F)(F)F)OC 6-Cyclopropyl-5-methoxy-4-((E)-2-(trans-4-(trifluoromethyl)cyclohexyl)vinyl)pyridin-2-amine